Cl.FC(CCC)(N)N fluorobutanediamine hydrochloride